(3R,4S,5R)-5-((benzoyloxy) methyl)-4-methyltetrahydrofuran-2,3,4-triacetate C(C1=CC=CC=C1)(=O)OC[C@H]1[C@]([C@H](C(O1)CC(=O)[O-])CC(=O)[O-])(CC(=O)[O-])C